O1CC(C1)N1CC=2C=CC=NC2CC1 6-(oxetan-3-yl)-5,6,7,8-tetrahydro-1,6-naphthyridine